(3R,4R)-3-phenylpiperidine-4-carboxylic acid ethyl ester hydrochloride Cl.C(C)OC(=O)[C@H]1[C@@H](CNCC1)C1=CC=CC=C1